C(C)C1=CC(=CC=C1)CC 2,6-diethylbenzene